Methyl 3-amino-6-chloro-5-[2-(dimethylamino)ethoxy]pyrazine-2-carboxylate NC=1C(=NC(=C(N1)OCCN(C)C)Cl)C(=O)OC